N1(N=CN=C1)C[C@@]1(C[C@@]2(CNC3=NC=C(C(=C32)Cl)C=3C(=C(C(=O)N(C)C)C(=CC3)N)F)CC1)O 3-((1S,3R)-3-((1H-1,2,4-Triazol-1-yl)methyl)-4'-chloro-3-hydroxy-1',2'-dihydrospiro[cyclopentane-1,3'-pyrrolo[2,3-b]pyridin]-5'-yl)-6-amino-2-fluoro-N,N-dimethylbenzamide